2-bromo-6-((1r,3R,5S,7r)-3,5-dimethyladamantan-1-yl)-4-methylphenol BrC1=C(C(=CC(=C1)C)C12C[C@]3(C[C@](CC(C1)C3)(C2)C)C)O